Cl.FC=1C=C(C=CC1F)[C@H]1[C@@H](C1)NC1=C2C(=NC(=N1)SCC)N(N=C2)C N-((1R,2S)-2-(3,4-Difluorophenyl)cyclopropyl)-6-(ethylthio)-1-methyl-1H-pyrazolo[3,4-d]pyrimidin-4-amin-hydrochlorid